C1(=CC=C(C=C1)S(=O)(=O)N1C=C(C=C1)S(=O)(=O)Cl)C 1-(p-tolylsulfonyl)pyrrole-3-sulfonyl chloride